(S,E)-1-((1-((4-(2,4-Difluorophenoxy)-5,6-difluoro-1H-benzo[d]imidazol-2-yl)methyl)-2-oxo-1,2-dihydropyridin-3-yl)amino)-7-(dimethylamino)-1,7-dioxohept-5-en-2-yl-dimethylcarbamat FC1=C(OC2=C(C(=CC=3NC(=NC32)CN3C(C(=CC=C3)NC([C@@H](CC\C=C\C(=O)N(C)C)CN(C([O-])=O)C)=O)=O)F)F)C=CC(=C1)F